C(C(C)(C)C)C1=CC(=NC=C1[Ge](C)(C)C)C1=CC=CC=C1 4-neopentyl-2-phenyl-5-(trimethylgermyl)pyridine